methyl 5-amino-7-(2-(4-(4-cyano-2-fluorophenyl)piperazin-1-yl)ethyl)-9-methyl-2-(pyridin-2-yl)-7H-pyrrolo[3,2-e][1,2,4]triazolo[1,5-c]pyrimidine-8-carboxylate NC1=NC2=C(C=3N1N=C(N3)C3=NC=CC=C3)C(=C(N2CCN2CCN(CC2)C2=C(C=C(C=C2)C#N)F)C(=O)OC)C